3-(N-(2-fluorophenylethyl)sulfamoyl)-4-methoxy-N,N-dipropylbenzamide FC1=C(C=CC=C1)CCNS(=O)(=O)C=1C=C(C(=O)N(CCC)CCC)C=CC1OC